1-(3-methylphenyl)urea CC=1C=C(C=CC1)NC(=O)N